(1R,3aR,6aS)-2-(2-(3-chlorophenyl)-2,2-difluoroacetyl)-N-((R)-4-fluoro-3-oxo-1-((R)-2-oxopyrrolidin-3-yl)butan-2-yl)octahydrocyclopenta[c]pyrrole-1-carboxamide ClC=1C=C(C=CC1)C(C(=O)N1[C@H]([C@@H]2[C@H](C1)CCC2)C(=O)N[C@H](C[C@@H]2C(NCC2)=O)C(CF)=O)(F)F